COC1=CC=C(CN2C(N(CCC2=O)C2=CN=C3N2C=CC(=C3)N3CCN(CC3)C(=O)OC(C)(C)C)=O)C=C1 Tert-butyl 4-(3-(3-(4-methoxybenzyl)-2,4-dioxotetrahydropyrimidin-1(2H)-yl)imidazo[1,2-a]pyridin-7-yl)piperazine-1-carboxylate